C(C1=CC=CC=C1)C1(CC=CC=C1)NCCC(C=CC=C)=C 1-benzylphenylamino-3-methylenehepta-4,6-diene